S1C(=NC2=C1C=CC=C2)NC(=NC(=O)NC2=CC(=CC=C2)I)N N-benzo[d]thiazol-2-yl-N''-(3-iodoaniline-carbonyl)-guanidine